(R)-5-(cyclopropylethynyl)-2-(5-methyl-3-((1-methylpiperidin-3-yl)amino)-1,2,4-triazin-6-yl)phenol C1(CC1)C#CC=1C=CC(=C(C1)O)C1=C(N=C(N=N1)N[C@H]1CN(CCC1)C)C